CC1(CCCC1)NCC=1NC2=CC(=CC=C2C1)CNC(=O)C=1N=C2N(C(C1)=O)C=CC=C2 N-[(2-{[(1-methylcyclopentyl)amino]methyl}-1H-indol-6-yl)methyl]-4-oxo-4H-pyrido[1,2-a]pyrimidine-2-carboxamide